N1(N=CC=C1)C1=NC=CC(=C1)CN (2-(1H-pyrazol-1-yl)pyridin-4-yl)methanamine